COC1=C(C(=CC=C1)OC)S(=O)(=O)NNC(=O)C=1C=C(C=C(C1)C)C1=NC=CC(=C1)CNC(OC(C)(C)C)=O tert-butyl ((2-(3-(2-((2,6-dimethoxyphenyl)sulfonyl)hydrazine-1-carbonyl)-5-methylphenyl)pyridin-4-yl)methyl)carbamate